(1R,3S)-1-((2'-(benzyloxy)-3',4',6-trifluoro-[1,1'-biphenyl]-3-yl)methyl)-3-(ethylsulfonamido)cyclopentane-1-carboxamide C(C1=CC=CC=C1)OC1=C(C=CC(=C1F)F)C1=CC(=CC=C1F)C[C@]1(C[C@H](CC1)NS(=O)(=O)CC)C(=O)N